CC1(OB(OC1(C)C)C1=CC(=NC=C1)N1C(OCC1)=O)C 3-(4-(4,4,5,5-tetramethyl-1,3,2-dioxaborolan-2-yl)pyridin-2-yl)oxazolidin-2-one